2-((8Z)-undeca-2,8-dien-2-yl)naphthalene CC(=CCCCC\C=C/CC)C1=CC2=CC=CC=C2C=C1